Fmoc-L-glutamic acid-gamma-benzyl ester C1=CC=C(C=C1)COC(=O)CC[C@@H](C(=O)O)NC(=O)OCC2C3=CC=CC=C3C4=CC=CC=C24